N1C=NC=2C(=NC=3N=CC=CC3C21)N 1H-imidazo[4,5-c][1,8]Naphthyridin-4-amine